NCC1(CN(C1)C1=NC=C(C=C1C#N)C1=NNC2=CC(=C(C=C12)O[C@H](C)C1=C(C=NC=C1Cl)Cl)OC)C 2-[3-(aminomethyl)-3-methyl-azetidin-1-yl]-5-[5-[(1R)-1-(3,5-dichloro-4-pyridyl)ethoxy]-6-methoxy-1H-indazol-3-yl]pyridine-3-carbonitrile